(S)-1-((S)-3-(9H-carbazol-9-yl)-2-hydroxy-2-methylpropyl)-3-fluoropyrrolidin-2-one C1=CC=CC=2C3=CC=CC=C3N(C12)C[C@](CN1C([C@H](CC1)F)=O)(C)O